(2S)-2-(9H-fluoren-9-yl-methoxycarbonylamino)-3-[3-(trifluoromethoxy)phenyl]propanoic acid C1=CC=CC=2C3=CC=CC=C3C(C12)N([C@H](C(=O)O)CC1=CC(=CC=C1)OC(F)(F)F)C(=O)OC